(S)-1-(5-chloro-3-fluoropyridin-2-yl)-4-(3-chloro-4-fluorobenzyl)-3-(oxetan-3-yl)piperazine-2,5-dione ClC=1C=C(C(=NC1)N1C([C@@H](N(C(C1)=O)CC1=CC(=C(C=C1)F)Cl)C1COC1)=O)F